CN1N=C(N=C1C1=NC=CC=C1)C 2-(1,3-dimethyl-1H-1,2,4-triazol-5-yl)pyridine